C(C)C1=CC(=C(C=C1)C1=C(C=NN1C1CCOCC1)C(=O)N[C@@H]1C(NC2=C(C(=N1)C1=CC=CC=C1)C=CC=C2F)=O)F 5-(4-Ethyl-2-fluorophenyl)-1-(oxan-4-yl)-N-[(3S)-9-fluoro-2-oxo-5-phenyl-1,3-dihydro-1,4-benzodiazepin-3-yl]pyrazole-4-carboxamide